NC1=C2CN(C(C2=C(C=C1[2H])[2H])=O)C1C(NC(CC1)=O)=O 3-(4-amino-1-oxoisoindolin-2-yl-5,7-d2)piperidine-2,6-dione